FC=1C=C(C#N)C=CC1N=S(=O)(C)C1=C(C=CC=C1)F 3-fluoro-4-(((2-fluorophenyl)(methyl)(oxo)-λ6-sulfanylidene)amino)benzonitrile